N-((5-(tert-butyl)-2-methoxyphenyl)sulfonyl)-3-(methoxymethyl)-1-methyl-1H-pyrrolo[2,3-b]pyridine-6-carboxamide C(C)(C)(C)C=1C=CC(=C(C1)S(=O)(=O)NC(=O)C1=CC=C2C(=N1)N(C=C2COC)C)OC